OC[C@H](C)N1C(N=CC=C1C1=CC=C(C=C1)OC(F)(F)F)C=1C=NN(C1)C N-[(2S)-1-Hydroxypropan-2-yl]-2-(1-methyl-1H-pyrazol-4-yl)-6-[4-(trifluoromethoxy)phenyl]pyrimidin